4-bromo-2,3-dihydro-1H-1,3-benzodiazol-2-one BrC1=CC=CC=2NC(NC21)=O